8-amino-N-{4-[(4-carbamoylpiperidin-1-yl)carbonyl]phenyl}-4,4-dimethyl-4,5-dihydro-1H-pyrazolo[4,3-H]quinazoline-3-carboxamide NC1=NC=2C3=C(C(CC2C=N1)(C)C)C(=NN3)C(=O)NC3=CC=C(C=C3)C(=O)N3CCC(CC3)C(N)=O